C(N)(=O)C1=C(N(C2=CC(=CC=C12)C(N)=NO)CC1=CC=CC2=CC=CC=C12)C(=O)NC1CCC(CC1)NC(OC(C)(C)C)=O tert-butyl ((1r,4r)-4-(3-carbamoyl-6-(N'-hydroxycarbamimidoyl)-1-(naphthalen-1-ylmethyl)-1H-indole-2-carboxamido)cyclohexyl)carbamate